(1R,3S,4S)-N-(3-chloro-4-fluorophenyl)-2-azabicyclo[2.2.1]heptane-3-carboxamide ClC=1C=C(C=CC1F)NC(=O)[C@H]1N[C@@H]2CC[C@H]1C2